3-vinyl-3,4-dihydroisoquinoline-2(1H)-carboxylic acid tert-butyl ester C(C)(C)(C)OC(=O)N1CC2=CC=CC=C2CC1C=C